[Cl-].CN1C(=[N+](C=C1)C)N=NC1=CC=C(C=C1)N(C)C 1,3-dimethyl-2-[[4-(dimethylamino)phenyl]azo]-1H-imidazolium chloride